4-[6-(2-chloro-3-fluoro-phenyl)-4-cyano-3-hydroxy-pyridin-2-yl]-4-oxo-butyric acid ethyl ester C(C)OC(CCC(=O)C1=NC(=CC(=C1O)C#N)C1=C(C(=CC=C1)F)Cl)=O